N-(4-methoxy-2-methyl-3-oxo-2,3-dihydro-1H-pyrrolo[3,4-f]isoquinolin-8-yl)cyclopropanecarboxamide COC1=C2C(=C3C=C(N=CC3=C1)NC(=O)C1CC1)CN(C2=O)C